ethyl 3-(aminomethyl)-5-isobutyl-4,5-dihydroisoxazole-5-carboxylate hydrochloride Cl.NCC1=NOC(C1)(C(=O)OCC)CC(C)C